C(C)(C)(C)OC(=O)N1[C@H]([C@H](CC1)O)C(=O)NC1=C2C=NN(C2=CC=C1)C(=O)OC(C)(C)C tert-Butyl 4-{[(3S)-1-(tert-butoxycarbonyl)-3-hydroxy-D-prolyl]amino}-1H-indazole-1-carboxylate